Methyl (2S)-2-((tert-butoxycarbonyl)amino)-2-(4-hydroxycyclohexyl)acetate C(C)(C)(C)OC(=O)N[C@H](C(=O)OC)C1CCC(CC1)O